N-(1-(3-Fluoro-2'-methoxy-[1,1'-biphenyl]-4-yl)-2-oxopiperidin-3-yl)-benzo[d][1,3]dioxol-5-sulfonamid FC=1C=C(C=CC1N1C(C(CCC1)NS(=O)(=O)C1=CC2=C(OCO2)C=C1)=O)C1=C(C=CC=C1)OC